2,4-diphenyl-6-[2-hydroxy-4-(2-acryloyloxyethoxy)phenyl]s-triazine C1(=CC=CC=C1)C1=NC(=NC(=N1)C1=CC=CC=C1)C1=C(C=C(C=C1)OCCOC(C=C)=O)O